C(C[C@@H](CCCCCCCCCCC)O)O (R)-tetradecane-1,3-diol